FC1=C(CN2C(CCC3=CC=CC=C23)=O)C=CC=C1C 1-(2-fluoro-3-methylbenzyl)-2-oxo-1,2,3,4-tetrahydroquinolin